C(C1=CC=CC=C1)(=O)NNC(=O)N1[C@H](CCC1)C(=O)NC=1C=NC=CC1 (R)-1-(2-benzoylhydrazine-1-carbonyl)-N-(pyridin-3-yl)pyrrolidine-2-carboxamide